1-(2-(3,8-diazabicyclo[3.2.1]octan-8-yl)-6,7-dihydrothiazolo[5,4-c]pyridin-5(4H)-yl)-2-(2-(trifluoromethoxy)phenoxy)ethan-1-one C12CNCC(CC1)N2C=2SC=1CN(CCC1N2)C(COC2=C(C=CC=C2)OC(F)(F)F)=O